OC1=CC=C(C(=O)N2CC(CC2)S(=O)(=O)NN)C=C1 (4-hydroxybenzoyl)pyrrolidine-3-sulfonohydrazide